C1N(CC12CCOCC2)C2CCC(CC2)NC2=C1C=C(N(C1=CC=C2)CC(F)(F)F)C#CCNC2=C(OCC(=O)OC)C=C(C=C2)S(=O)(=O)C methyl 2-(2-((3-(4-(((1S,4S)-4-(7-oxa-2-azaspiro[3.5]nonan-2-yl)cyclohexyl)amino)-1-(2,2,2-trifluoroethyl)-1H-indol-2-yl)prop-2-yn-1-yl)amino)-5-(methylsulfonyl)phenoxy)acetate